3,3',5-Triiodo-L-thyronin IC=1C=C(C[C@H](N)C(=O)O)C=C(C1OC1=CC(=C(C=C1)O)I)I